COC(CC1=CC=C(C=C1)N1C2(CCC2)C(N(C1=S)C1=CC(=C(C=C1)C#N)C(F)(F)F)=O)=O {4-[7-(4-cyano-3-trifluoromethylphenyl)-8-oxo-6-thioxo-5,7-diaza-spiro[3.4]oct-5-yl]phenyl}acetic acid methyl ester